1-(1-bromoethyl)-4-fluoro-benzene BrC(C)C1=CC=C(C=C1)F